(-)-N-(thien-2-yl)-4-(methyl)amino-10H-cyclohepta[7,6-b]indole-7-carboxamide S1C(=CC=C1)NC(=O)C1=CC=2NC3=C(C=CC=C3C2CC=C1)NC